FC1=CC(=C(C(=C1)C)B1OC(C(O1)(C)C)(C)C)C 2-(4-fluoro-2,6-dimethyl-phenyl)-4,4,5,5-tetramethyl-1,3,2-dioxaborolane